NC1=C(C(NN=C1)=O)C 5-amino-4-methyl-2H-pyridazin-3-one